(E)-4-bromo-N-((dimethylamino)methylene)benzamide BrC1=CC=C(C(=O)/N=C/N(C)C)C=C1